rac-ethyl (3S,4S)-4-(2-chloro-5-fluorophenyl)pyrrolidin-1-ium-3-carboxylate 2,2,2-trifluoroacetate FC(C(=O)[O-])(F)F.ClC1=C(C=C(C=C1)F)[C@@H]1[C@@H](C[NH2+]C1)C(=O)OCC |r|